1-(2-fluoro-4-iodo-phenyl)-6,8-dimethyl-pyrido[2,3-d]pyrimidine-2,4,7-trione FC1=C(C=CC(=C1)I)N1C(NC(C2=C1N(C(C(=C2)C)=O)C)=O)=O